ribulose bis-phosphate P(=O)(O)(O)O.P(=O)(O)(O)O.OCC(=O)[C@H](O)[C@H](O)CO